7-(2-Methoxyethoxy)-1-methyl-4-[4-(5-methyl-1,3-benzooxazol-2-yl)piperidin-1-yl]-2-oxo-1,2-dihydroquinoline-3-carbonitrile COCCOC1=CC=C2C(=C(C(N(C2=C1)C)=O)C#N)N1CCC(CC1)C=1OC2=C(N1)C=C(C=C2)C